NC1=NC2=CC(=CC=C2C=N1)CN(C(=O)C=1C=NC=CC1)C1=CC=CC=2CCS(C21)(=O)=O N-[(2-aminoquinazolin-7-yl)methyl]-N-(1,1-dioxo-2,3-dihydro-1λ6-benzothiophen-7-yl)pyridine-3-carboxamide